C(CC)N(CCC)C1=CC=C(C(=O)OC)C=C1 methyl 4-(N,N-dipropylamino)benzoate